NC=1C2=C(N=CN1)N(C(=C2C2=CC[C@@H](CC2)C(=O)N2[C@@H](CCC2)COC)C=2C=NC(=CC2C)C#C)C ((R)-4-(4-amino-6-(6-ethynyl-4-methylpyridin-3-yl)-7-methyl-7H-pyrrolo[2,3-d]pyrimidin-5-yl)cyclohex-3-en-1-yl)((S)-2-(methoxymethyl)pyrrolidin-1-yl)methanone